CNC(C(CCCC(=O)N)=O)=O N6-methyl-5-oxohexanediamide